ClC1=CC=C(C=C1)C=1N=C2N(C=CC=N2)C1CN1C2CCN(C(C1)CC2)C(=O)OCCCC Butyl 6-{[2-(4-chlorophenyl)imidazo[1,2-a]pyrimidin-3-yl]methyl}-2,6-diazabicyclo[3.2.2]nonane-2-carboxylate